5-fluoro-3-hydroxy-3-(trifluoromethyl)indol-2-one FC=1C=C2C(C(NC2=CC1)=O)(C(F)(F)F)O